6-(1-(tetrahydro-2H-pyran-2-yl)-1H-pyrazol-4-yl)thiazolo[5,4-c]pyridin-4(5H)-one O1C(CCCC1)N1N=CC(=C1)C1=CC2=C(C(N1)=O)SC=N2